N-(3-(2-(4-methylpiperazin-1-yl)propyl)-1,2,4-thiadiazol-5-yl)-2-(trifluoromethyl)-5-(3-(trifluoromethyl)phenyl)furan-3-carboxamide CN1CCN(CC1)C(CC1=NSC(=N1)NC(=O)C1=C(OC(=C1)C1=CC(=CC=C1)C(F)(F)F)C(F)(F)F)C